N-methyl-4,5,6,7-tetrahydro-1H-indazol-3-amine CNC1=NNC=2CCCCC12